FC=1C=CC(=C(C(=O)N(C2=CC=CC=C2)C)C1)OC=1C(=NC=NC1)N1CC2(CC1)CN(CC2)CC2=CC1=C(NC(N1)=O)C=C2 5-fluoro-N-methyl-2-((4-(7-((2-oxo-2,3-dihydro-1H-benzo[d]imidazol-5-yl)methyl)-2,7-diazaspiro[4.4]non-2-yl)pyrimidin-5-yl)oxy)-N-phenylbenzamide